6-amino-indole NC1=CC=C2C=CNC2=C1